ortho-dihydroxybenzaldehyde OC1(C=O)C(C=CC=C1)O